C(=CC=1SC=CC1)C=1SC=CC1 2,2'-(1,2-ethenediyl)di-thiophene